COC1=CC2=C(SCCN2)C=C1N1N=C(C=2C=NC(=CC21)C=2C=NN1C2N=CC=C1)NC(OCCN1CCOCC1)=O 2-morpholinoethyl (1-(6-methoxy-3,4-dihydro-2H-benzo[b][1,4]thiazin-7-yl)-6-(pyrazolo[1,5-a]pyrimidin-3-yl)-1H-pyrazolo[4,3-c]pyridin-3-yl)carbamate